NC=1C=C(C#N)C=CC1C 3-amino-4-methylbenzonitrile